ClC1=CC=C(C=C1)C1=C(C=CC=C1)CN1CCN(CC1)C1=CC(=C(C(=O)NS(=O)(=O)C2=CC(=C(C=C2)NCCCN2CCOCC2)[N+](=O)[O-])C=C1)OC=1C=C2C(=NC1)NC=C2 4-{4-[(4'-Chloro-1,1'-biphenyl-2-yl)methyl]piperazin-1-yl}-N-({4-[(3-morpholin-4-ylpropyl)amino]-3-nitrophenyl}sulfonyl)-2-(1H-pyrrolo[2,3-b]pyridin-5-yloxy)benzamide